(2S,3S,4R,5S)-N-[4-({4-chloro-3-[({[4-(2-cyclopropoxyphenyl)pyridin-3-yl]cyclopropyl}amino)methyl]phenyl}sulfanyl)butyl]-2,3,4,5,6-pentahydroxy-N-(2-methanesulfonylethyl)hexanamide ClC1=C(C=C(C=C1)SCCCCN(C([C@H]([C@H]([C@@H]([C@H](CO)O)O)O)O)=O)CCS(=O)(=O)C)CNC1(CC1)C=1C=NC=CC1C1=C(C=CC=C1)OC1CC1